N1S(CCC12CNCCC2)(=O)=O thia-1,7-diazaspiro[4.5]decane 2,2-dioxide